N-ethyl-4-(3-isopropyl-2-(8-methoxy-[1,2,4]triazolo[1,5-a]pyridin-6-yl)-1H-pyrrolo[2,3-c]pyridin-5-yl)-N-methylcyclohexan-1-amine C(C)N(C1CCC(CC1)C=1C=C2C(=CN1)NC(=C2C(C)C)C=2C=C(C=1N(C2)N=CN1)OC)C